2-(pyrrolidin-1-yl)pyridine-4-carbonitrile N1(CCCC1)C1=NC=CC(=C1)C#N